7-tert-butyl 1-ethyl 2-{4-[(tert-butyldimethylsilyl)oxy]phenyl}-6-methyl-3-oxo-5H,6H,8H-imidazo[1,5-a]pyrazine-1,7-dicarboxylate [Si](C)(C)(C(C)(C)C)OC1=CC=C(C=C1)N1C(N2C(CN(C(C2)C)C(=O)OC(C)(C)C)=C1C(=O)OCC)=O